C1(=CC=CC=C1)C1=CC=2N(C=C1)C=C(N2)CN2C(C1=CC=CC=C1C2=O)=O 2-((7-phenylimidazo[1,2-a]pyridin-2-yl)methyl)isoindoline-1,3-dione